3-bromo-6-[3-(3-bromo-2-oxo-1H-pyrazolo[1,5-a]pyrimidin-6-yl)-4-nitro-1H-pyrazol-5-yl]-1H-pyrazolo[1,5-a]pyrimidin-2-one BrC=1C(NN2C1N=CC(=C2)C2=C(C(=NN2)C=2C=NC=1N(C2)NC(C1Br)=O)[N+](=O)[O-])=O